tert-Butyl ((2-(((R)-6-((tert-butyldimethylsilyl)oxy)hexan-2-yl)oxy)-6-methylpyridin-3-yl)sulfinyl)carbamate [Si](C)(C)(C(C)(C)C)OCCCC[C@@H](C)OC1=NC(=CC=C1S(=O)NC(OC(C)(C)C)=O)C